3-(2-chloro-5-(trifluoromethyl)pyrimidin-4-yl)-7-methyl-1H-indole ClC1=NC=C(C(=N1)C1=CNC2=C(C=CC=C12)C)C(F)(F)F